C(C1=CC=CC=C1)OC1=NC(=CC(=C1CN1C(C=2C=C3C(=CC2CC1)OC(O3)(C)[C@@H]3CC[C@H](CC3)NC(OC(C)(C)C)=O)=O)C)C t-butyl (trans-4-(6-((2-(benzyloxy)-4,6-dimethylpyridin-3-yl)methyl)-2-methyl-5-oxo-5,6,7,8-tetrahydro-[1,3]dioxolo[4,5-g]isoquinolin-2-yl)cyclohexyl)carbamate